N1(CCOCC1)C1C(CC2CC[C@H]3[C@@H]4CC(C([C@@]4(C)CC[C@@H]3[C@]2(C1)C)O)N1CCCC1)O 2-(4-morpholinyl)-16-(1-pyrrolidinyl)androstane-3,17-diol